4-[[2-[6-[3-(1-hydroxycyclopropyl)-1H-1,2,4-triazol-5-yl]-2-azaspiro[3.3]heptane-2-carbonyl]-2-azaspiro[3.3]heptan-6-yl]methyl]-2-(trifluoromethyl)benzonitrile OC1(CC1)C1=NNC(=N1)C1CC2(CN(C2)C(=O)N2CC3(C2)CC(C3)CC3=CC(=C(C#N)C=C3)C(F)(F)F)C1